N(C(=N)N)NCC=1OC(=NN1)C1=CC=C(C=C1)OCC1=CC=CC=C1 2-guanidinoaminomethyl-5-(4-(benzyloxy)phenyl)-1,3,4-oxadiazole